S1C(=NC=C1)C1OC(=C(C1=O)OC(C)=O)N 2-(2-thiazolyl)-4-(acetoxy)-5-amino-3(2H)-furanone